4-(6-(2,6-difluoro-3,5-dimethoxyphenyl)-2-(1-(pyrrolidin-3-yl)-1H-pyrazol-4-yl)pyrido[3,4-d]pyrimidin-8-yl)morpholine FC1=C(C(=C(C=C1OC)OC)F)C1=CC2=C(N=C(N=C2)C=2C=NN(C2)C2CNCC2)C(=N1)N1CCOCC1